1-Ethyl-3-methylimidazolium acetate C(C)(=O)[O-].C(C)N1C=[N+](C=C1)C